C(C=C(C(=O)[O-])CC(=O)[O-])(=O)[O-] 13C-cis-Aconitate